[Si](C)(C)(C(C)(C)C)OC[C@@H]1NC[C@H](N(C1)C(=O)OC(C)(C)C)C tert-butyl (2R,5R)-5-(((tert-butyldimethylsilyl) oxy) methyl)-2-methylpiperazine-1-carboxylate